4-ethynyl-N-(4-methylpiperidin-4-yl)benzamide trifluoroacetate FC(C(=O)O)(F)F.C(#C)C1=CC=C(C(=O)NC2(CCNCC2)C)C=C1